4-{[(3S)-1-(cyanoacetyl)piperidin-3-yl]methoxy}-6-(prop-2-yloxy)quinoline-7-carboxamide C(#N)CC(=O)N1C[C@H](CCC1)COC1=CC=NC2=CC(=C(C=C12)OC(C)C)C(=O)N